BrC1=CC2=C(C=N1)C=NN2C2COCC2 6-bromo-1-(tetrahydrofuran-3-yl)-1H-pyrazolo[4,3-c]pyridine